[6-[[4-[[(1S)-2-hydroxy-1-phenyl-ethyl]amino]-5-(3-methyl-1,2,4-oxadiazol-5-yl)pyrimidin-2-yl]amino]-1-oxo-3,4-dihydroisoquinolin-2-yl]methyl 2,2-dimethylpropanoate CC(C(=O)OCN1C(C2=CC=C(C=C2CC1)NC1=NC=C(C(=N1)N[C@H](CO)C1=CC=CC=C1)C1=NC(=NO1)C)=O)(C)C